C1(CC1)NC(C1=C(C=C(C=C1OC)C1=CN=C2N1C=CC(=C2)OCC=2N(N=CC2)C)OC(F)F)=O N-cyclopropyl-2-(difluoromethoxy)-6-methoxy-4-[7-[(2-methylpyrazol-3-yl)methoxy]imidazo[1,2-a]pyridin-3-yl]benzamide